(2S,4R)-4-(2-chloro-4-fluoro-phenylsulfanyl)-1-(1-trifluoromethyl-cyclopropanecarbonyl)-pyrrolidine-2-carboxylic acid (1-cyano-cyclopropyl)-amide C(#N)C1(CC1)NC(=O)[C@H]1N(C[C@@H](C1)SC1=C(C=C(C=C1)F)Cl)C(=O)C1(CC1)C(F)(F)F